C1=CCC=CC1 1,4-Cyclohexadiene